O1COC2=C1C=CC(=C2)/C=C/C(=O)Cl (2E)-3-(1,3-benzodioxol-5-yl)-2-propenoyl chloride